N1N=C(C=C1)CC=1SC2=C(N(C=3C(N(N=CC32)CC=3N=CNC3N)=O)C)N1 2-((1H-pyrazol-3-yl)methyl)-6-((5-amino-1H-imidazol-4-yl)methyl)-4-methyl-4,6-dihydro-5H-thiazolo[5',4':4,5]pyrrolo[2,3-d]pyridazin-5-one